C(C)C1CCC(CC1)C=1C=C(C(=O)N2CCN(CC2)C(=O)C2=CC(=CC(=C2)N2CCNCC2)F)C=CC1O[C@@H]1CNCC1 (S)-(4-(3-(4-ethylcyclohexyl)-4-(pyrrolidin-3-yloxy)benzoyl)piperazin-1-yl)(3-fluoro-5-(piperazin-1-yl)phenyl)methanone